CSC1=NC(C2=NCN([C@H]3[C@H](O)[C@H](O)[C@@H](CO)O3)C2=N1)(NC(NC(CCCC)=O)=O)O 2-methylsulfanyl-6-hydroxy-N-pentanoylcarbamoyl-adenosine